(R)-N-(1-(7-(8-ethynyl-7-fluoro-3-hydroxynaphthalen-1-yl)-8-fluoro-2-((tetrahydro-1H-pyrrolizin-7a(5H)-yl)methoxy)pyrido[4,3-d]pyrimidin-4-yl)-4-methyl-1,4-diazepan-6-yl)acrylamide C(#C)C=1C(=CC=C2C=C(C=C(C12)C1=C(C=2N=C(N=C(C2C=N1)N1CCN(C[C@H](C1)NC(C=C)=O)C)OCC12CCCN2CCC1)F)O)F